2-bromo-7-(2,2-difluoroethenyl)-5-{[2-(trimethylsilyl)ethoxy]methyl}pyrrolo[2,3-b]pyrazine BrC=1N=C2C(=NC1)N(C=C2C=C(F)F)COCC[Si](C)(C)C